2-Amino-1,3-bis(carboxylethoxy)propane NC(COCCC(=O)O)COCCC(=O)O